succinimidyloxycarbonyl-α-methyl-2-(2-pyridyldithio)toluene C1(CCC(N1OC(=O)C(C1=C(C=CC=C1)SSC1=NC=CC=C1)C)=O)=O